COC(\C=C\C1=CC=2CCCC(C2C=C1)=O)=O (E)-3-(5-oxo-5,6,7,8-tetrahydronaphthalen-2-yl)acrylic acid methyl ester